2-phenyl-4,4,5,5-tetramethylimidazoline C1(=CC=CC=C1)C=1NC(C(N1)(C)C)(C)C